2-[6-(trifluoromethyl)pyridin-2-yl]-2,8-diazaspiro[4.5]decan-1-one hydrochloride Cl.FC(C1=CC=CC(=N1)N1C(C2(CC1)CCNCC2)=O)(F)F